(R)-(4-(((4-Chlorobenzyl)oxy)methyl)-7-azabicyclo[2.2.1]heptan-1-yl)-(3-fluorophenyl)methanol ClC1=CC=C(COCC23CCC(CC2)(N3)[C@H](O)C3=CC(=CC=C3)F)C=C1